CC=1C=C(OC(=O)CC2C3C=CC(C2)C3)C=CC1C 5-(3,4-dimethylphenoxycarbonylmethyl)-bicyclo[2.2.1]hept-2-ene